FC1=CC=C(OC2CC(C2)CN2CCC3(CC2)COC2=C4CN(C(C4=CC=C23)=O)[C@@H]2C(NC(CC2)=O)=O)C=C1 (S)-3-(1'-(((1s,3R)-3-(4-fluorophenoxy)cyclobutyl)methyl)-6-oxo-6,8-dihydro-2H,7H-spiro[furo[2,3-e]isoindole-3,4'-piperidin]-7-yl)piperidine-2,6-dione